C(=O)(C=C)NNC(=O)N N-acryl-semicarbazide